OC=1C=C(CC2C(NC(N(C2=O)C2=CC=C(C=C2)OC)=O)=O)C=CC1OC 5-(3-Hydroxy-4-methoxybenzyl)-1-(4-methoxyphenyl)pyrimidine-2,4,6(1H,3H,5H)-trione